CSC1=CC=C(C(=O)N[C@@H]2[C@@H](CCCC2)NC(CNC(C2=CC=CC(=C2)C(F)(F)F)=O)=O)C=C1 N-(2-((cis-2-((4-(methylthio)benzoyl)amino)cyclohexyl)amino)-2-oxoethyl)-5-(trifluoromethyl)-benzamide